ClC1=CC=C(C=C1)C=1C=C(C(N(N1)C=1C=NC=NC1)=O)C(=O)N[C@H](C)C(C)(C)O 6-(4-chlorophenyl)-N-[(2R)-3-hydroxy-3-methylbutan-2-yl]-3-oxo-2-(pyrimidin-5-yl)-2,3-dihydropyridazine-4-carboxamide